1-(4-((4-((5'-amino-2',4'-difluoro-4-methoxy-[1,1'-biphenyl]-3-yl)amino)-7-methoxy-quinazolin-6-yl)oxy)piperidin-1-yl)prop-2-en-1-one NC=1C(=CC(=C(C1)C1=CC(=C(C=C1)OC)NC1=NC=NC2=CC(=C(C=C12)OC1CCN(CC1)C(C=C)=O)OC)F)F